tert-butyl (7-(2-chloropyrimidin-4-yl)-1-tosyl-1,2,3,4-tetrahydroquinolin-4-yl)carbamate ClC1=NC=CC(=N1)C1=CC=C2C(CCN(C2=C1)S(=O)(=O)C1=CC=C(C)C=C1)NC(OC(C)(C)C)=O